O1C(=CC(=O)C=2C(O)=CC(O)=CC12)C1=CC(O)=C(O)C=C1.C(CCCCCCC)C1=C(C(=O)O)C=C(C(=C1O)O)O Octyl-gallate-luteolin